(R)-7-((2,4-difluorobenzyl)oxy)-3,4,11,11a-tetrahydropyrimido[6',1':2,3]imidazo[5,1-c][1,4]oxazin-9(1H)-one FC1=C(COC2=NC(N3C(N4[C@@H](COCC4)C3)=C2)=O)C=CC(=C1)F